S(=O)(=O)([O-])C1=CC=C(C)C=C1.N[C@@H](C)C(=O)OCCCCCCCCCCCCC.[NH4+] ammonium tridecyl L-alaninate tosylate salt